CC(C[S@](=O)N)C (S)-(-)-2-methylpropanesulfinamide